CC1=CC=CC=2N1N=C(C2)[C@@H]2N(CCC1=C2N=CN1)C(=O)C=1OC(=NN1)C=1C=NN(C1)C(F)(F)F (R)-(4-(7-methylpyrazolo[1,5-a]pyridin-2-yl)-6,7-dihydro-1H-imidazo[4,5-c]pyridin-5(4H)-yl)(5-(1-(trifluoromethyl)-1H-pyrazol-4-yl)-1,3,4-oxadiazol-2-yl)methanone